C(#N)C=1C=C2COC3(CCN(CC3)C(=O)C=3C=CC(=C(C3)NC(=O)NCC3COCC3)C)C2=CC1 1-(5-(5-cyano-3H-spiro[isobenzofuran-1,4'-piperidin]-1'-ylcarbonyl)-2-methylphenyl)-3-((tetrahydrofuran-3-yl)methyl)urea